O=C1N(C(C2=CC=CC=C12)=O)CCCC#CCB1OC(CN(CC(O1)=O)C)=O 2-(6-(1,3-dioxoisoindolin-2-yl)hex-2-yn-1-yl)-6-methyl-1,3,6,2-dioxazaborocane-4,8-dione